5-(6-(4-(dimethylamino)piperidin-1-yl)pyridin-3-yl)-3-(N-ethylcyclopropanecarboxamido)-2-methylbenzoic acid CN(C1CCN(CC1)C1=CC=C(C=N1)C=1C=C(C(=C(C(=O)O)C1)C)N(C(=O)C1CC1)CC)C